N1(CCOCC1)CCCCN1N=CC=CC1=O 2-[4-(morpholin-4-yl)butyl]-2,3-dihydropyridazin-3-one